triethoxysilanesulfonic acid C(C)O[Si](S(=O)(=O)O)(OCC)OCC